3,5-Di-t-butylstyryl-sulfonium C(C)(C)(C)C=1C=C(C=C[SH2+])C=C(C1)C(C)(C)C